C(C)(C)(C)C1(COCC2=C1OC(C1=C2C=C(S1)C=1C(=NNC1)F)=O)O 4-(tert-butyl)-8-(3-fluoro-1H-pyrazol-4-yl)-4-hydroxy-3,4-dihydro-1H,6H-pyrano[4,3-b]thieno[3,2-d]pyran-6-one